1-(2-(dimethylamino)ethyl)-2-fluoro-N1-methylbenzene-1,4-diamine CN(CCC1(C(C=C(C=C1)N)F)NC)C